nickel iron lithium oxide [O-2].[Li+].[Fe+2].[Ni+2]